O=C1C=CC(=CN1)C=1N=NN(C1)[C@@H]1CN(C[C@H]1OCC1=CC=C(C=C1)C(F)(F)F)C(=O)OC(C)(C)C tert-butyl trans-3-(4-(6-oxo-1,6-dihydropyridin-3-yl)-1H-1,2,3-triazol-1-yl)-4-(4-(trifluoromethyl)benzyloxy)pyrrolidine-1-carboxylate